CN(C\C=C\C1=CC=CC=C1)CC1=CC=CC2=CC=CC=C12 (E)-N-methyl-N-(naphthalen-1-ylmethyl)-3-phenylprop-2-en-1-amine